COC(=O)C=1C=C2C(=CN(C2=CC1)C1=CC(=CC=C1)OC(F)F)Br 3-bromo-1-(3-(difluoromethoxy)phenyl)-1H-indole-5-carboxylic acid methyl ester